CNC=1C=NC=CC1NC(=O)C1(CC1)NC(OCC1=CC=CC=C1)=O benzyl (1-((3-(methylamino)pyridin-4-yl)carbamoyl) cyclopropyl)carbamate